benzyl-(2-hydroxypropyl)-dimethylammonium formate C(=O)[O-].C(C1=CC=CC=C1)[N+](C)(C)CC(C)O